(S)-N-(3-(3-aminoprop-1-yn-1-yl)phenyl)-3-(2-(4-(4-chlorophenyl)-2,3,9-trimethyl-6H-thieno[3,2-f][1,2,4]triazolo[4,3-a][1,4]diazepin-6-yl)acetamido)propanamide hydrochloride Cl.NCC#CC=1C=C(C=CC1)NC(CCNC(C[C@H]1C=2N(C3=C(C(=N1)C1=CC=C(C=C1)Cl)C(=C(S3)C)C)C(=NN2)C)=O)=O